F[P-](F)(F)(F)(F)F.C(C1=CC=CC=C1)[Fe+]C1C=CC=C1 benzylcyclopentadienyliron(III) hexafluorophosphate